FC(C(C(C(C(F)(F)F)(C(F)(F)F)F)=O)(OC(C(F)(F)F)(C(F)(F)F)F)F)(F)F perfluoro(2-isopropoxy-4-methyl-3-pentanone)